tert-butyl (3S)-3-methyl-4-{5-nitro-6-[(pyridin-4-yl)amino]pyridin-2-yl}piperazine-1-carboxylate C[C@H]1CN(CCN1C1=NC(=C(C=C1)[N+](=O)[O-])NC1=CC=NC=C1)C(=O)OC(C)(C)C